O=S1(CCN(CC2=C1C=CC=C2)C2=NC1=CC=C(C=C1C(=N2)NCCNC(OC(C)(C)C)=O)C)=O tert-butyl {2-[2-(1,1-dioxido-2,3-dihydro-1,4-benzothiazepin-4(5H)-yl)-6-methylquinazolin-4-yl]aminoethyl}carbamate